C(C)C(C)CCCC(CCCCCCCCCCCC)CC 2,6-diethyloctadecane